CC(C)C(C(=O)N)CCC (2-propyl)pentanamide